N-(3-(dimethylamino)propyl)benzenesulfonamide CN(CCCNS(=O)(=O)C1=CC=CC=C1)C